N-(1-cyanocyclopropyl)-3-(5-(difluoromethyl)-1,3,4-thiadiazol-2-yl)-8-((3R)-3-Methyl-4-(1,1,1-trifluoro-3-hydroxypropan-2-yl)piperazin-1-yl)imidazo[1,5-a]pyridine-6-sulfonamide C(#N)C1(CC1)NS(=O)(=O)C=1C=C(C=2N(C1)C(=NC2)C=2SC(=NN2)C(F)F)N2C[C@H](N(CC2)C(C(F)(F)F)CO)C